NC(CO)C.C(CCCCCCC)(=O)O Octanoic acid 2-aminopropanol salt